C(CCC)[C@H]1C(C(CC=C1)=O)C1=CC=CC=C1 Butyl-(R)-3-oxo-2-phenyl-2,3-dihydro-1H-benzol